N-(6-((2-Fluorophenyl)amino)-1H-pyrazolo[3,4-b]pyridin-3-yl)-4-(1-(2-methoxyethyl)piperidin-4-yl)benzamid FC1=C(C=CC=C1)NC1=CC=C2C(=N1)NN=C2NC(C2=CC=C(C=C2)C2CCN(CC2)CCOC)=O